NC1=C(C=CC=C1)NC(=O)C1=CC=C(C=C1)NC(COCCCCCCCCC(=O)N[C@H](C(=O)N1[C@@H](C[C@H](C1)O)C(=O)NCC1=CC=C(C=C1)C1=C(N=CS1)C)C(C)(C)C)=O (2S,4R)-1-((S)-2-(9-(2-((4-((2-aminophenyl)carbamoyl)phenyl)amino)-2-oxoethoxy)nonanamido)-3,3-dimethylbutanoyl)-4-hydroxy-N-(4-(4-methylthiazol-5-yl)benzyl)pyrrolidine-2-carboxamide